C(C)(C)(C)OC(=O)N1[C@@H]([C@H]2CC2C1)[C@@H](C(=O)N1C(OC[C@H]1CC1=CC=CC=C1)=O)C1=CC=C(C=C1)Cl (1S,2S)-2-((S)-2-((R)-4-benzyl-2-oxooxazolidin-3-yl)-1-(4-chlorophenyl)-2-Oxoethyl)-3-azabicyclo[3.1.0]hexane-3-carboxylic acid tert-butyl ester